3-Fucosyl-lactose C1([C@@H](O)[C@H](O)[C@H](O)[C@@H](O1)C)[C@]1([C@H](C(O)O[C@@H]([C@H]1O[C@H]1[C@H](O)[C@@H](O)[C@@H](O)[C@H](O1)CO)CO)O)O